N1=NN=CC2=C1C=NC=C2 7-azabenzotriazine